tert-Butyl 4-[4-[4-[1-(2-carbamoylphenyl)ethoxy]-3-cyano-pyrazolo[1,5-a]pyridin-6-yl]-5-methyl-triazol-1-yl]piperidine-1-carboxylate C(N)(=O)C1=C(C=CC=C1)C(C)OC=1C=2N(C=C(C1)C=1N=NN(C1C)C1CCN(CC1)C(=O)OC(C)(C)C)N=CC2C#N